tert-butyl(6-((4-butoxy-4''-(pentyloxy)-[1,1':4',1''-terphenyl]-2-yl)oxy)hexyl)carbamate C(C)(C)(C)OC(NCCCCCCOC1=C(C=CC(=C1)OCCCC)C1=CC=C(C=C1)C1=CC=C(C=C1)OCCCCC)=O